(R)-5-((((3'-chloro-2'-(2-chloro-3-((3-fluoro-4-(((2-hydroxy-2-methylpropyl)amino)methyl)pyridin-2-yl)amino)phenyl)-6-methoxy-[2,4'-bipyridin]-5-yl)methyl)amino)methyl)pyrrolidin-2-one ClC=1C(=NC=CC1C1=NC(=C(C=C1)CNC[C@H]1CCC(N1)=O)OC)C1=C(C(=CC=C1)NC1=NC=CC(=C1F)CNCC(C)(C)O)Cl